1,4-dihydro-3(2H)-isoquinolinone C1NC(CC2=CC=CC=C12)=O